3-(4-(3-Hydroxyazetidin-1-yl)-1-(4-(trifluoromethoxy)phenyl)-1H-pyrazolo[4,3-c]pyridin-3-yl)azetidine-1-carboxylic acid tert-butyl ester C(C)(C)(C)OC(=O)N1CC(C1)C1=NN(C2=C1C(=NC=C2)N2CC(C2)O)C2=CC=C(C=C2)OC(F)(F)F